3-[4-[Methyl-[2-(methylamino)ethyl]carbamoyl]cyclohexyl]-1-sulfamoyl-pyrrole-2-carboxylic acid CN(C(=O)C1CCC(CC1)C1=C(N(C=C1)S(N)(=O)=O)C(=O)O)CCNC